Methyl 2-(1-((tert-butyldimethylsilyl) oxy)-2-(4-(4-fluorophenoxy) phenoxy) ethyl)-4,5-dihydrothiazole-4-carboxylate [Si](C)(C)(C(C)(C)C)OC(COC1=CC=C(C=C1)OC1=CC=C(C=C1)F)C=1SCC(N1)C(=O)OC